FC([C@]12CN(C[C@@]2(C1)C1=NN=C(O1)C12CCC(CC1)(CC2)N)C2=C1C=CC=NC1=C(C=C2)C(F)(F)F)(F)F 4-(5-((1S,5R)-5-(trifluoromethyl)-3-(8-(trifluoromethyl)quinolin-5-yl)-3-azabicyclo[3.1.0]hexan-1-yl)-1,3,4-oxadiazol-2-yl)bicyclo[2.2.2]octan-1-amine